ClC=1C=CC(=C(C1)NN(C(C(=O)NC1=C(C(=O)O)C=CC=C1)CC1=CC=CC=C1)C(C=O)=O)C(F)(F)F 2-(2-(((5-chloro-2-(trifluoromethyl)phenyl)amino)-2-oxoacetylamino)-3-phenylpropionamido)benzoic acid